1-((3-((2-(Difluoromethoxy)-6-methylpyridin-3-yl)carbamoyl)-3-(2-isopropylphenyl)azetidin-1-carbonyl)oxy)cyclopropan FC(OC1=NC(=CC=C1NC(=O)C1(CN(C1)C(=O)OC1CC1)C1=C(C=CC=C1)C(C)C)C)F